hydroxy-6,6-dimethyl-1-hepten-4-yne OC=CCC#CC(C)(C)C